6-(2-amino-[1,2,4]triazolo[1,5-a]pyridin-7-yl)-3-methyl-N-(3-phenylbutyl)pyridinecarboxamide NC1=NN2C(C=C(C=C2)C2=CC=C(C(=N2)C(=O)NCCC(C)C2=CC=CC=C2)C)=N1